C(C)OC(C(=O)NC1=NC=CC(=C1)C=1C=C2C(=NNC2=C(C1)Br)N)=O 2-((4-(3-Amino-7-bromo-1H-indazol-5-yl)pyridin-2-yl)amino)-2-oxoacetic acid ethyl ester